1-(2,6-Diisopropylphenyl)-2-phenyl-1H-naphtho[2',3':2,3]benzofuro[6,7-d]imidazole C(C)(C)C1=C(C(=CC=C1)C(C)C)N1C(=NC2=C1C1=C(C3=C(O1)C=C1C=CC=CC1=C3)C=C2)C2=CC=CC=C2